C(CCCCCCCCCCCCCCCC)(=O)SCCNC(CCNC([C@@H](C(COP(OP(OC[C@@H]1[C@H]([C@H]([C@@H](O1)N1C=NC=2C(N)=NC=NC12)O)OP(=O)(O)O)(=O)O)(=O)O)(C)C)O)=O)=O n-heptadecanoyl-CoA